5-fluoro-2-pyridin-4-yl-1H-pyrimidine-4,6-dione FC1C(N=C(NC1=O)C1=CC=NC=C1)=O